[N-](S(=O)(=O)C(F)(F)F)S(=O)(=O)C(F)(F)F.C(=C)C1=CC=C(CN2C=[N+](C=C2)C)C=C1 1-(4-vinylbenzyl)-3-methylimidazolium bis(trifluoromethane)sulfonimide salt